NC1=NC=CC(=C1C#CC1CCN(CC1)CCOC)OC1=C(C=C(C=C1)NC(=O)C=1C(N(N=CC1)C1=CC=C(C=C1)F)=O)F N-(4-(2-amino-3-((1-(2-methoxyethyl)piperidin-4-yl)ethynyl)pyridin-4-yloxy)-3-fluorophenyl)-2-(4-fluorophenyl)-3-oxo-2,3-dihydropyridazine-4-carboxamide